ClC=1C=C(C=2N(N1)C=CN2)[C@@H]2[C@H](C2)C2=CC(=C(C#N)C=C2)F 4-[(1S,2S)-2-(6-chloroimidazo[1,2-b]pyridazin-8-yl)cyclopropyl]-2-fluoro-benzonitrile